FC1(CN(CC[C@H]1N1CCN(CC1)C1=NC=CC2=C1N(C(N2)=O)C)C(=O)OC(C)(C)C)F tert-butyl (4R)-3,3-difluoro-4-[4-(3-methyl-2-oxo-1H-imidazo[4,5-c]pyridin-4-yl)piperazin-1-yl]piperidine-1-carboxylate